N-(5-Amino-2-methylpyridin-3-yl)-2,3-dihydrobenzo[b][1,4]dioxine-6-carboxamide NC=1C=C(C(=NC1)C)NC(=O)C1=CC2=C(OCCO2)C=C1